Iridium hexafluorophosphate F[P-](F)(F)(F)(F)F.[Ir+3].F[P-](F)(F)(F)(F)F.F[P-](F)(F)(F)(F)F